7-(4-((1R,3R)-1-amino-5-azaspiro[2.4]heptan-5-yl)-5,6-difluoro-8-(methylamino)-9H-pyrido[2,3-b]indol-3-yl)-4-oxo-4H-quinolizine-3-carboxylic acid N[C@@H]1C[C@]12CN(CC2)C2=C(C=NC=1NC3=C(C=C(C(=C3C12)F)F)NC)C1=CN2C(C(=CC=C2C=C1)C(=O)O)=O